C(C)(C)(C)OC1=NC=C(C=N1)C(=O)NC=1C(=NC=CC1C1=C(C=CC(=C1)F)F)C1CCC(CC1)(F)F 2-(tert-butoxy)-N-(2-(4,4-difluorocyclohexyl)-4-(2,5-difluorophenyl)pyridin-3-yl)pyrimidine-5-carboxamide